(4-(5-bromo-6-methylpyridin-2-yl)-1-methyl-1H-1,2,3-triazol-5-yl)methyl (4-nitrophenyl) carbonate C(OCC1=C(N=NN1C)C1=NC(=C(C=C1)Br)C)(OC1=CC=C(C=C1)[N+](=O)[O-])=O